[I-].C(C)(C)(C)OC(=O)NC(CC[S+](C)C)C(=O)NC1CCC1 (3-((tert-butoxycarbonyl)amino)-4-(cyclobutylamino)-4-oxobutyl)dimethylsulfonium iodide